C(C=C)(=O)N1[C@H](CN(CC1)C=1C2=C(N=C(N1)C=1C(=NC=CC1)C)CC1(C(N2)=O)CCCC2=CC=CC=C21)CC#N ((2S)-1-acryloyl-4-(2'-(2-methylpyridin-3-yl)-6'-oxo-3,4,5',8'-tetrahydro-2H,6'H-spiro[naphthalene-1,7'-pyrido[3,2-d]pyrimidin]-4'-yl)piperazin-2-yl)acetonitrile